2-Chloro-6-methyl-4-(1-(1-methyl-1H-pyrazol-4-yl)vinyl)pyridine ClC1=NC(=CC(=C1)C(=C)C=1C=NN(C1)C)C